3-chloro-6-[4-{[4-(2-methanesulfonylethanesulfonyl)phenoxy]methyl}-2-methylpyrrolidin-1-yl]-5,6,7,8-tetrahydronaphthalene-1-carbonitrile ClC=1C=C(C=2CCC(CC2C1)N1C(CC(C1)COC1=CC=C(C=C1)S(=O)(=O)CCS(=O)(=O)C)C)C#N